N-((S)-1-(((R)-1-((R)-4-(tert-butylcarbamoyl)-6-oxo-1,3,2-dioxaborinan-2-yl)-3-methylbutyl)amino)-1-oxo-3-phenylpropan-2-yl)pyrazine-2-carboxamide C(C)(C)(C)NC(=O)[C@@H]1OB(OC(C1)=O)[C@H](CC(C)C)NC([C@H](CC1=CC=CC=C1)NC(=O)C1=NC=CN=C1)=O